methyl 1-(5-(methoxylcarbonyl)-2-nitrophenyl)-1H-pyrrole-2-carboxylate O(C)C(=O)C=1C=CC(=C(C1)N1C(=CC=C1)C(=O)OC)[N+](=O)[O-]